C(=O)(O)C1=C(C=CC=C1)N=NC1=CC=CC=C1 trans-carboxyazobenzene